C(C)(C)C1=C(C(=CC=C1)C(C)C)N1C(C=2C=C(C3=C4C2C(C1=O)=CC=C4C=4C=1C2=C(C(N(C(C2=CC4OC4=CC=C(C=C4)OCCO)=O)C4=C(C=CC=C4C(C)C)C(C)C)=O)C=CC31)OC3=CC=C(C=C3)OCCO)=O 2,9-bis(2,6-diisopropylphenyl)-5,12-bis(4-(2-hydroxyethoxy)phenoxy)anthra[2,1,9-def:6,5,10-d'e'f']diisoquinoline-1,3,8,10(2H,9H)-tetraone